(S)-1-(2-chloro-3-methylphenyl)-1,4,5,7-tetrahydropyrano[3,4-c]pyrazol-4-amine hydrochloride Cl.ClC1=C(C=CC=C1C)N1N=CC2=C1COC[C@H]2N